FC(C)(F)C=1C=CC2=C(N(N=C2C1)C=1C=C2C(=CN1)N(N=C2)CC(C(F)(F)F)(F)F)SCC 5-[6-(1,1-difluoroethyl)-3-ethylsulfanyl-indazol-2-yl]-1-(2,2,3,3,3-pentafluoropropyl)pyrazolo[3,4-c]pyridine